C(C)(C)[C@@H]1C[C@H](NC1)C(=O)O (2s,4s)-4-isopropylpyrrolidine-2-carboxylic acid